ClC=1C=CC(=C(C1)C1(C(NC2=CC(=CC=C12)C(F)(F)F)=O)CC(=O)O)OC 2-(3-(5-chloro-2-methoxyphenyl)-2-oxo-6-(trifluoromethyl)indolin-3-yl)acetic acid